Ethyl pyruvate (Ethyl pyruvate) C(C)CC(C(=O)O)=O.C(C(=O)C)(=O)OCC